[K].C1CCC2=C(C=3CCCC3C=C12)NC(=O)NS(=O)(=O)C1CN(C1)C1CC(C1)C N-((1,2,3,5,6,7-Hexahydro-s-indacen-4-yl)carbamoyl)-1-(3-methylcyclobutyl)azetidine-3-sulfonamide, potassium salt